7-(2-chloro-5-fluoropyrimidin-4-yl)-4-oxa-7-azaspiro[2.5]octane ClC1=NC=C(C(=N1)N1CCOC2(CC2)C1)F